N-{3-[1-(2-nitrophenyl)-1H-pyrrol-2-yl]-allylidene}-aminoguanidinium succinate C(CCC(=O)[O-])(=O)[O-].[N+](=O)([O-])C1=C(C=CC=C1)N1C(=CC=C1)C=CC=NC(=[NH+]N)N.[N+](=O)([O-])C1=C(C=CC=C1)N1C(=CC=C1)C=CC=NC(=[NH+]N)N